(cis)-benzyl 3,3-difluoro-5-(methoxymethylene)hexahydro-cyclopenta[b]pyrrole-1(2H)-carboxylate FC1([C@H]2[C@@H](N(C1)C(=O)OCC1=CC=CC=C1)CC(C2)=COC)F